2-nitro-5-(prop-2-yn-1-yloxy)phenylamine [N+](=O)([O-])C1=C(C=C(C=C1)OCC#C)N